OC(CCCC(=O)[O-])CC1=CC=CC=C1 3-hydroxy-4-phenylbutylacetate